N-(2-chloro-5-(trifluoromethyl)phenyl)-N-(5-((2-chloro-5-(trifluoromethyl)phenyl)carbamoyl)-4-methylthiazol-2-yl)cyclopropane-1,1-dicarboxamide ClC1=C(C=C(C=C1)C(F)(F)F)N(C(=O)C1(CC1)C(=O)N)C=1SC(=C(N1)C)C(NC1=C(C=CC(=C1)C(F)(F)F)Cl)=O